C(CCCCCCCCCCCCCCC)(=O)O.C(CCCCCCCCCCCCCCC)(=O)O Hexadecanoic acid (Palmitic acid) salt